β-(3,4-epoxycyclohexyl)ethyl-methyldipropoxysilane C1(CC2C(CC1)O2)CC[Si](OCCC)(OCCC)C